[3-[5-bromo-1-(2,6-dichlorobenzoyl)pyrrolo[2,3-b]pyridine-3-carbonyl]-2,4-difluoro-phenyl]pyrrolidine-1-sulfonamide BrC=1C=C2C(=NC1)N(C=C2C(=O)C=2C(=C(C=CC2F)C2N(CCC2)S(=O)(=O)N)F)C(C2=C(C=CC=C2Cl)Cl)=O